2-(1-(Cyclopropylmethyl)-6-methoxy-1H-indol-2-yl)-3-(2-hydroxyethyl)-4-methoxybenzofuran-6-carboxylic acid ethyl ester C(C)OC(=O)C1=CC2=C(C(=C(O2)C=2N(C3=CC(=CC=C3C2)OC)CC2CC2)CCO)C(=C1)OC